ClC=1C=C2C(=C3C1NC(NC31CCCCC1)=O)OC(=N2)CNCC=2C=NC(=CC2)C 5-chloro-2-({[(6-methylpyridin-3-yl)methyl]amino}methyl)-7,8-dihydro-6H-spiro[[1,3]oxazolo[5,4-f]quinazoline-9,1'-cyclohexane]-7-one